NCCC[Si](O[Si](C)(C)C)(O[Si](C)(C)C)C 3-Aminopropylmethyl-bis(trimethylsiloxy)silane